3-methyl-2,3-dihydrobenzofuran-5-sulfonyl chloride CC1COC2=C1C=C(C=C2)S(=O)(=O)Cl